2-[(2S)-4-[6-(2-hydroxy-4,6-dimethylphenyl)pyridazin-3-yl]morpholin-2-yl]-N-methylacetamide OC1=C(C(=CC(=C1)C)C)C1=CC=C(N=N1)N1C[C@@H](OCC1)CC(=O)NC